N1=NC=CC=2C1=NN=CC2 pyridazino[3,4-c]pyridazine